[Si](C)(C)(C(C)(C)C)OC[C@@H](COC1=NN(C(=C1[N+](=O)[O-])C)C=1C(=NC(=NC1)C)OC)F (R)-5-(3-(3-((tert-butyldimethylsilyl)oxy)-2-fluoropropoxy)-5-methyl-4-nitro-1H-pyrazol-1-yl)-4-methoxy-2-methylpyrimidine